C1(=CC=C(C=C1)C1=CC=CC=2C3=C(OC21)C(=CC=C3)C=3C=C(C=CC3)C3=NC(=NC(=N3)C3=C(C(=C(C(=C3[2H])[2H])[2H])[2H])[2H])C3=C(C(=C(C(=C3[2H])[2H])[2H])[2H])[2H])C3=CC=CC=C3 2-[3-(6-(1,1'-biphenyl-4-yl)dibenzofuran-4-yl)phenyl]-4,6-bis(phenyl-d5)-1,3,5-triazine